FC=1C=CC(=C(C1)C=O)OC (5-fluoro-2-methoxyphenyl)methanone